3-[2-(4-chloro-3-fluorophenoxy)acetamido]-N-[(5-methylpyrazin-2-yl)methyl]bicyclo[1.1.1]pentane-1-carboxamide ClC1=C(C=C(OCC(=O)NC23CC(C2)(C3)C(=O)NCC3=NC=C(N=C3)C)C=C1)F